C(C)(C)N1CCC(CC1)CC(=O)O (1-isopropyl-piperidin-4-yl)-acetic acid